C1(=CC=CC=C1)N(N)C(C1=CC=C(C=C1)[N+](=O)[O-])=O N-phenyl-4-nitrobenzhydrazide